C[Si](C)(C)[N-][Si](C)(C)C.[Li+] lithium bis-(trimethylsilyl)-amide